1-(Quinolin-2-yl)ethan-1-one N1=C(C=CC2=CC=CC=C12)C(C)=O